7-((4-(2-fluoro-6-(methylcarbamoyl)pyridin-3-yl)piperazin-1-yl)methyl)pyrazolo[1,5-a]quinoxalin-4(5H)-one FC1=NC(=CC=C1N1CCN(CC1)CC=1C=C2NC(C=3N(C2=CC1)N=CC3)=O)C(NC)=O